C1(CC1)C1=C(C=CC(=C1)F)N(C(CC(C)(C)C)=O)C1=CC=C(C2=NON=C21)[N+](=O)[O-] N-(2-cyclopropyl-4-fluorophenyl)-3,3-dimethyl-N-(7-nitrobenzo[c][1,2,5]oxadiazol-4-yl)butanamide